di-t-butyl-diazirine C(C)(C)(C)N1N(C1)C(C)(C)C